NC1(CC(C1)(F)F)C(=O)NC=1C=CC(=NC1)C=1N=NN(C1NC(O[C@H](C)C=1C(=NC=CC1)Cl)=O)C (R)-1-(2-chloropyridin-3-yl)ethyl (4-(5-(1-amino-3,3-difluorocyclobutane-1-carboxamido)pyridin-2-yl)-1-methyl-1H-1,2,3-triazol-5-yl)carbamate